CC1(C(CCC2=CC=CC=C12)(C(=O)O)C(=O)O)C(CC=O)C=O 1-methyl-dicarboxy-1,2,3,4-tetrahydro-1-naphthalensuccinic hydride